bis-trifluoromethyl-isoquinoline FC(F)(F)C=1N=C(C2=CC=CC=C2C1)C(F)(F)F